CNC1CCN(CC1)C=1C=C(C=CC1)C1C(NC(CC1)=O)=O 3-[3-[4-(methylamino)-1-piperidyl]phenyl]piperidine-2,6-dione